N1N=CC(=C1)C1=NC2=CC=CC=C2C=C1C(=O)N (1H-pyrazol-4-yl)quinoline-3-carboxamide